tetrapropylphthalate C(CC)C=1C(=C(C(=C(C1C(=O)[O-])C(=O)[O-])CCC)CCC)CCC